C(C1=CC=CC=C1)N1CCN(CC1)CC1=CC=C(C=C1)C=1CCN(CC1)C(=O)OC(C)(C)C tert-Butyl 4-{4-[(4-benzylpiperazin-1-yl)methyl]phenyl}-3,6-dihydropyridine-1(2H)-carboxylate